N-methyl-2-(4-methylpiperazin-1-yl)ethan-1-amine CNCCN1CCN(CC1)C